1,1-difluoro-5-(6-(2-methyl-2H-pyrazolo[3,4-b]pyridin-5-yl)thieno[2,3-b]pyridin-2-yl)spiro[2.3]hexan-5-ol FC1(CC12CC(C2)(O)C2=CC=1C(=NC(=CC1)C1=CC=3C(N=C1)=NN(C3)C)S2)F